5-fluoro-N-(4-(1-(2-((2-methoxyethyl)amino)-2-oxoacetyl)-1,2,3,6-tetrahydropyridin-4-yl)phenyl)isoindoline-2-carboxamide FC=1C=C2CN(CC2=CC1)C(=O)NC1=CC=C(C=C1)C=1CCN(CC1)C(C(=O)NCCOC)=O